BrC=1C=C(C=CC1)N\N=C(\C(=O)OC)/C methyl (2E)-2-[(3-bromophenyl)hydrazono]propanoate